8-(3-((cyclopropylmethyl)amino)phenyl)-5-methylpyrido[2,3-d]pyrimidin-7(8H)-one C1(CC1)CNC=1C=C(C=CC1)N1C(C=C(C2=C1N=CN=C2)C)=O